3,4-dinitrofurazanyl-furazane [N+](=O)([O-])C1N(ON=C1[N+](=O)[O-])C1=NON=C1